FC1=C(C=C2C(=CN(C(C2=C1)=O)C=1C(=NNC1C(F)(F)F)C)C(C)C)C1=NN(C(=N1)C(C)(C)O)C 7-Fluoro-6-(5-(2-hydroxypropan-2-yl)-1-methyl-1H-1,2,4-triazol-3-yl)-4-isopropyl-2-(3-methyl-5-(trifluoromethyl)-1H-pyrazol-4-yl)isoquinolin-1(2H)-one